NC(C(CCC(=O)OC(C)(C)C)N1C(C2=CC=C(C=C2C1C)C1=NC(=C(C(=C1)C)C)NC)=O)=O tert-butyl 5-amino-4-(5-(4,5-dimethyl-6-(methylamino) pyridin-2-yl)-3-methyl-1-oxoisoindolin-2-yl)-5-oxopentanoate